C(C)N1C2C(=CC=3C=C(C(=CC13)OCCCN1CCOCC1)OC)CCC2 N-ethyl-7-methoxy-6-[3-(morpholin-4-yl)propoxy]-1H,2H,3H-cyclopenta[b]quinolin